α-amino-3-hydroxy-5-methyl-4-isoxazolepropionate NC(C(=O)[O-])CC=1C(=NOC1C)O